NCCOC1=NOC(=C1)[C@H](C(=O)N1[C@@H](C[C@H](C1)O)C(=O)N[C@@H](C)C1=CC=C(C=C1)C1=C(N=CS1)C)C(C)C (2S,4R)-1-((R)-2-(3-(2-aminoethoxy)isoxazol-5-yl)-3-methylbutanoyl)-4-hydroxy-N-((S)-1-(4-(4-methylthiazol-5-yl)phenyl)ethyl)pyrrolidine-2-carboxamide